N-(3,3-dibromo-1-(4-fluorobenzyl)-6-methyl-2-oxoindolin-5-yl)-3,3-dimethylbutanamide BrC1(C(N(C2=CC(=C(C=C12)NC(CC(C)(C)C)=O)C)CC1=CC=C(C=C1)F)=O)Br